[Si](C1=CC=CC=C1)(C1=CC=CC=C1)(C(C)(C)C)OC1CC(C1)CN1C[C@@H](CCC1)NC1=CC(=C(N=N1)C1=C(C2=C(SC=C2)C=C1)O)C 5-(6-(((R)-1-(((1r,3R)-3-((tert-butyldiphenylsilyl)oxy)cyclobutyl)methyl)piperidin-3-yl)amino)-4-methylpyridazin-3-yl)benzo[b]thiophen-4-ol